P(=O)(O)(O)OC(CO)COP(=O)(O)O glycerol 2,3-diphosphate